4-(4-methylthiazol-5-yl)-N-(4-(1-(2,2,2-trifluoroethyl)-1H-pyrazol-4-yl)quinolin-8-yl)benzamide CC=1N=CSC1C1=CC=C(C(=O)NC=2C=CC=C3C(=CC=NC23)C=2C=NN(C2)CC(F)(F)F)C=C1